4,6-dimethyl-2-(pyridin-4-yl)-5,7-dihydro-3-oxa-1-thia-7-azaacenaphthylen CC1OC=2C(SC3=CNC(=C(C1)C32)C)C3=CC=NC=C3